ClC=1C(=NC(=NC1)NC1=C(C=C(C=C1)N1CCOCC1)OCC)N1C=CC2=CC(=CC=C12)NC(C=C)=O N-[1-[5-chloro-2-(2-ethoxy-4-morpholino-anilino)pyrimidin-4-yl]indol-5-yl]prop-2-enamide